(R)-1-(4-(4-((2-fluoro-3-methyl-4-((1-(methyl-d3)-1H-benzo[d][1,2,3]triazol-5-yl)oxy)phenyl)amino)pyrido[3,2-d]pyrimidin-6-yl)-2-methylpiperazin-1-yl)prop-2-en-1-one FC1=C(C=CC(=C1C)OC1=CC2=C(N(N=N2)C([2H])([2H])[2H])C=C1)NC=1C2=C(N=CN1)C=CC(=N2)N2C[C@H](N(CC2)C(C=C)=O)C